tert-butyl (4-(5-amino-6-((1-(1-methylpiperidin-4-yl)-1H-pyrazol-4-yl)oxy)pyrazin-2-yl)-2,6-dimethylbenzyl)carbamate NC=1N=CC(=NC1OC=1C=NN(C1)C1CCN(CC1)C)C1=CC(=C(CNC(OC(C)(C)C)=O)C(=C1)C)C